(1-Ethoxycyclopropoxy)trimethylsilane C(C)OC1(CC1)O[Si](C)(C)C